CS[C@H](C(=O)N1[C@@H](CCCC1)C=1NC(=CN1)C1=CC=C(C=C1)C)C (S)-2-(methylsulfanyl)-1-((S)-2-(5-(p-tolyl)-1H-imidazol-2-yl)piperidin-1-yl)propan-1-one